2-((3-methyl-1-(1-methylpyrrolidin-3-yl)-1H-pyrazol-4-yl)amino)-4-((3-(2-oxo-azetidin-1-yl)propyl)amino)pyrimidine-5-carbonitrile CC1=NN(C=C1NC1=NC=C(C(=N1)NCCCN1C(CC1)=O)C#N)C1CN(CC1)C